METHYL CIS-3-HEXENOATE C(C\C=C/CC)(=O)OC